C(C)N1OC([C@@H]2[C@@H]1C(C[C@@H](C2)CC=C(C)C)C)(C)C |r| rac-(3as,5s,7as)-1-ethyl-3,3,7-trimethyl-5-(3-methylbut-2-en-1-yl)octahydrobenzo[c]isoxazole